BrC=1C=C(C=C2C=NC(=NC12)NC1CCN(CC1)S(=O)(=O)C)C(F)F 8-bromo-6-(difluoromethyl)-N-(1-(methylsulfonyl)piperidin-4-yl)quinazolin-2-amine